(S)-quinuclidin-3-yl (7-(4-(2-methoxyethoxy)phenyl)-3,3-dimethylchroman-4-yl)carbamate COCCOC1=CC=C(C=C1)C1=CC=C2C(C(COC2=C1)(C)C)NC(O[C@@H]1CN2CCC1CC2)=O